C(C)(C)(C)OC(NC[C@@H]1N(CC(CC1)(F)F)C(=O)C1=NC(=CC=C1C)NC1=NC=CC(=C1)C#N)=O (R)-((1-(6-((4-cyanopyridin-2-yl)amino)-3-methylpyridine-2-carbonyl)-5,5-difluoropiperidin-2-yl)methyl)carbamic acid tert-butyl ester